(6-((5-(trifluoromethyl)pyrazin-2-yl)oxy)-2-azabicyclo[2.2.1]hept-2-yl)methanone FC(C=1N=CC(=NC1)OC1CC2CN(C1C2)C=O)(F)F